C(C)(C)(C)C=1C(=C(C=C(C1)CCC(=O)OCCCCCCCC)N1N=C2C(=N1)C=CC(=C2)Cl)O 2-(3-tert-butyl-2-hydroxy-5-(2-octyloxycarbonylethyl)phenyl)-5-chloro-2H-benzotriazole